C(#N)C1=C(N(C=2C1=NC(=CC2)NC2=C(C=CC(=C2)C)C2CC2)C(=O)OC(C)(C)C)C2CC2 tert-butyl 3-cyano-2-cyclopropyl-5-((2-cyclopropyl-5-methylphenyl)amino)-1H-pyrrolo[3,2-b]pyridine-1-carboxylate